bis-7-indolyl-maleimide N1C=CC2=CC=CC(=C12)C1=C(C(=O)NC1=O)C=1C=CC=C2C=CNC12